C(#N)C1=NC2=CC(=CC(=C2N=C1N1CC(C1)C1=NOC(=C1)C(F)(F)F)[C@@H](C)NC1=C(C(=O)O)C=CC=C1)C (R)-2-((1-(2-cyano-7-methyl-3-(3-(5-(trifluoromethyl)isoxazol-3-yl)azetidin-1-yl)quinoxalin-5-yl)ethyl)amino)benzoic acid